FC(CN1N=CC=2C1=NC(=CN2)N2CCC1(CC(N(C1CCF)C1=CC(=NC=C1)C(F)(F)F)=O)CC2)F 8-(1-(2,2-difluoroethyl)-1H-pyrazolo[3,4-b]pyrazin-6-yl)-1-(2-fluoroethyl)-2-(2-(trifluoromethyl)pyridin-4-yl)-2,8-diazaspiro[4.5]decan-3-one